ClC1=NC=C(C=N1)C(=O)NC1=CC=C(C=C1)CN1CCOCC1 2-chloro-N-(4-(morpholinomethyl)phenyl)pyrimidine-5-carboxamide